C(=O)O.C1(CC1)NC=1N=C2C=C(C(=CC2=C2CCCCC12)OC)OCCCN1CCCC1 N-cyclopropyl-2-methoxy-3-[3-(pyrrolidin-1-yl)propoxy]-7,8,9,10-tetrahydrophenanthridin-6-amine formate